FC1(CN(C1)CCC1NCCNC1)F 2-(2-(3,3-difluoroazetidin-1-yl)ethyl)piperazine